imidazolo[1,2-b]pyridazine N=1C=CN2N=CC=CC21